3,6-di-tert-butyl-9-(2,4,6-trimethylphenyl)-10-phenylacridinium tetrafluoroborate F[B-](F)(F)F.C(C)(C)(C)C=1C=CC2=C(C3=CC=C(C=C3[N+](=C2C1)C1=CC=CC=C1)C(C)(C)C)C1=C(C=C(C=C1C)C)C